(E)-N'-(5-bromo-6-chloro-3-methylpyrazin-2-yl)-N,N-dimethylmethanimidamide BrC=1N=C(C(=NC1Cl)/N=C/N(C)C)C